ClC1=C(OC2=C(C=CC3=C2NC(=NS3(=O)=O)NCC3=NC=CC=C3OC)F)C=CC=C1 5-(2-chlorophenoxy)-6-fluoro-3-(((3-methoxypyridin-2-yl)methyl)amino)-4H-benzo[e][1,2,4]thiadiazine 1,1-dioxide